1'-(2-methoxy-4-((4-(3-phenylisoxazolidin-2-yl)-5-(trifluoromethyl)pyrimidin-2-yl)amino)Phenyl)-N,N-dimethyl-[1,4'-bipiperidin]-4-amine COC1=C(C=CC(=C1)NC1=NC=C(C(=N1)N1OCCC1C1=CC=CC=C1)C(F)(F)F)N1CCC(CC1)N1CCC(CC1)N(C)C